N[C@@H](CC1=C(C2=NC(=CC(=C2S1)NCC=1SC=CN1)Cl)Br)CF 2-[(2S)-2-amino-3-fluoropropyl]-3-bromo-5-chloro-N-[(1,3-thiazol-2-yl)methyl]thieno[3,2-b]pyridin-7-amine